C1(CCC1)N1C(=NC2=C1C=CC(=C2)C=2N=NNN2)C=2N(C(C(=C(N2)C(=O)NC=2C=NOC2)O)=O)C 2-[1-cyclobutyl-5-(2H-1,2,3,4-tetrazol-5-yl)-1H-1,3-benzodiazol-2-yl]-5-hydroxy-1-methyl-N-(1,2-oxazol-4-yl)-6-oxo-1,6-dihydropyrimidine-4-carboxamide